CC1=C(C(=CC=C1)C)B1NC(=NO1)C1=CC=CC=C1 5-(2,6-dimethylphenyl)-3-phenyl-4,5-dihydro-1,2,4,5-oxadiazaborole